C(C1=CC=CC=C1)N1CCC(CC1)(C(=O)N)NC1=CC=CC=C1 1-benzyl-4-(phenylamino)piperidine-4-carboxamide